(3S,4R)-3-acetyl-4-(5-(ethoxycarbonyl)-2-methylphenyl)pyrrolidine-1-carboxylic acid tert-butyl ester C(C)(C)(C)OC(=O)N1C[C@H]([C@@H](C1)C1=C(C=CC(=C1)C(=O)OCC)C)C(C)=O